C1N(CC12CCCC2)C2=CC=C(C=C2)C2CN(C2)C(=O)N2C[C@H](CC2)C(=O)N (3S)-1-[3-[4-(2-azaspiro[3.4]oct-2-yl)phenyl]azetidine-1-carbonyl]pyrrolidine-3-carboxamide